3-fluoro-1-(1-(4-fluorophenyl)ethyl)-4-iodo-1H-pyrazole FC1=NN(C=C1I)C(C)C1=CC=C(C=C1)F